2-secondary amylanthraquinone C(C)(CCC)C1=CC=2C(C3=CC=CC=C3C(C2C=C1)=O)=O